1-(4-(tert-butyl)naphthalen-2-yl)-7-chloro-8-methylbenzo[4,5]thieno-[2,3-c]pyridine C(C)(C)(C)C1=CC(=CC2=CC=CC=C12)C1=NC=CC2=C1SC1=C2C=CC(=C1C)Cl